C(C)NS(=O)(=O)C1=C(C=CC(=C1)NC=1OC=CN1)C1=CN=C(S1)[C@@H]1CC[C@H](CC1)NC(OC1COC1)=O oxetan-3-yl (trans-4-(5-(2-(N-ethylsulfamoyl)-4-(oxazol-2-ylamino)phenyl)thiazol-2-yl)cyclohexyl)carbamate